N=1NC(N2C1SCCC2)=O 6,7-dihydro-5H-[1,2,4]triazolo[3,4-b][1,3]thiazin-3(2H)-one